((((S)-1-(2-chlorophenyl)-2-oxocyclohexyl)(methyl)carbamoyl)oxy)methyl L-alaninate N[C@@H](C)C(=O)OCOC(N(C)[C@]1(C(CCCC1)=O)C1=C(C=CC=C1)Cl)=O